5-tert-butyl-N-[[4-[6-[2-[4-[4-[(2,6-dioxo-3-piperidyl)amino]phenyl]-1-piperidyl]ethyl]pyrrolo[2,1-f][1,2,4]triazin-4-yl]-2-methyl-phenyl]methyl]-1,2,4-oxadiazole-3-carboxamide C(C)(C)(C)C1=NC(=NO1)C(=O)NCC1=C(C=C(C=C1)C1=NC=NN2C1=CC(=C2)CCN2CCC(CC2)C2=CC=C(C=C2)NC2C(NC(CC2)=O)=O)C